(4aRS,9bSR)-8-methyl-4,4a,5,9b-tetrahydroindeno[1,2-d][1,3]dioxazine CC1=CC=C2C[C@H]3[C@H](ONOC3)C2=C1 |r|